3-[(propan-2-yl)oxy]Benzamide CC(C)OC=1C=C(C(=O)N)C=CC1